Dibutyl 7,7'-((3-((2-(4-(2-((4-(bis(2-hydroxy-7-(isopentyloxy)-7-oxoheptyl)amino)-butanoyl)oxy)ethyl)piperazin-1-yl)ethyl)disulfaneyl)propyl)azanediyl)bis(6-hydroxyheptanoate) OC(CN(CCCC(=O)OCCN1CCN(CC1)CCSSCCCN(CC(CCCCC(=O)OCCCC)O)CC(CCCCC(=O)OCCCC)O)CC(CCCCC(OCCC(C)C)=O)O)CCCCC(=O)OCCC(C)C